chloro-3-(3-(4-methoxyphenyl)propenyl)-4-methylquinolin-2(1H)-one ClN1C(C(=C(C2=CC=CC=C12)C)C=CCC1=CC=C(C=C1)OC)=O